C(#N)C1=NC(=NC(=C1)NCC1=CC=C(C=C1)OC)N1N=CC(=C1)C(=O)O 1-{4-cyano-6-[(4-methoxybenzyl)amino]pyrimidin-2-yl}-1H-pyrazole-4-carboxylic acid